CNC1=CC=C(C=C1)C=CC=CC=1SC2=C(N1)C=CC=C2 2-[4-(4-methylamino-phenyl)-buta-1,3-dienyl]-benzothiazole